NC=1C(NC2=CC(=C(C=C2C1C=1C2=CN(N=C2C(=CC1)Cl)C1OCCCC1)Br)Cl)=O 3-amino-6-bromo-7-chloro-4-[7-chloro-2-(oxan-2-yl)indazol-4-yl]-1H-quinolin-2-one